(S)-4-oxo-3-((S)-2-(1-oxo-6-(2-oxo-2,3-dihydro-1H-benzo[d]imidazol-5-yl)isoindolin-2-yl)butanamido)-5-(2,3,5,6-tetrafluorophenoxy)pentanoic acid O=C([C@H](CC(=O)O)NC([C@H](CC)N1C(C2=CC(=CC=C2C1)C1=CC2=C(NC(N2)=O)C=C1)=O)=O)COC1=C(C(=CC(=C1F)F)F)F